CC1=NOC(=N1)C=1C(=NC(=NC1)NC1=CC=C(C=C1)S(=O)(=O)C)N[C@H](CO)C1=CC=CC=C1 (2S)-2-[[5-(3-methyl-1,2,4-oxadiazol-5-yl)-2-(4-methylsulfonylanilino)-pyrimidin-4-yl]amino]-2-phenyl-ethanol